BrC1=CC=C2C(CN(C2=C1)C1CC(C1)(N1CCCCC1)C)(C)C 6-bromo-3,3-dimethyl-1-((1s)-3-methyl-3-(piperidin-1-yl)cyclobutyl)indoline